1-(7-Methyl-2-(pyridin-2-yl)thieno[3,2-d]pyrimidin-4-yl)-N-(3-(pyridin-4-yl)propyl)piperidin-4-amine CC1=CSC2=C1N=C(N=C2N2CCC(CC2)NCCCC2=CC=NC=C2)C2=NC=CC=C2